CN1CCN(CC1)C1CCC(CC1)NC=1C=2N(N=CC1)C=CN2 N-((1r,4r)-4-(4-methylpiperazin-1-yl)cyclohexyl)imidazo[1,2-b]pyridazin-8-amine